C(CCCCCCCCCCC)OS(=O)(=O)[O-].[Na+].NC1=NC=C(C=2C1=NC(=C(N2)N[C@H]2C[C@H](CC2)O)CC)C2=CN(C=C2)C2CCNCC2 (1S,3R)-3-((5-amino-3-ethyl-8-(1-(piperidin-4-yl)-1H-pyrrol-3-yl)pyrido[3,4-b]pyrazin-2-yl)amino)cyclopentan-1-ol Sodium Dodecyl-Sulfate